(R)-TERT-BUTYL((2-(METHOXYMETHYLENE)CYCLOBUTYL)METHOXY)-DIPHENYL-SILANE C(C)(C)(C)[Si](C1=CC=CC=C1)(C1=CC=CC=C1)OC[C@H]1C(CC1)=COC